[4-(naphthalen-1-yl)phenyl]boronic acid C1(=CC=CC2=CC=CC=C12)C1=CC=C(C=C1)B(O)O